CC(C(=O)OCC(C)(NC1=NC2=C(N1)C=CC=C2CNC(NCCC(F)(F)F)=O)C2=CC(=CC=C2)C(F)(F)F)(C)C 2-[3-(trifluoromethyl)phenyl]-2-{[4-({[(3,3,3-trifluoropropyl)carbamoyl]amino}methyl)-1H-1,3-benzodiazol-2-yl]amino}propyl 2,2-dimethylpropanoate